(R)-5-([1,2,4]Triazolo[1,5-a]pyridin-6-yl)-N-(1,1,1-trifluoropropan-2-yl)-7H-pyrrolo[2,3-d]pyrimidin-2-amine N=1C=NN2C1C=CC(=C2)C2=CNC=1N=C(N=CC12)N[C@@H](C(F)(F)F)C